2-(4-phenylbutyl)quinazolin-4(3H)-one C1(=CC=CC=C1)CCCCC1=NC2=CC=CC=C2C(N1)=O